C1(=CC=CC=C1)C=1C(=C(C=CC1NC1=CC=C(C=C1)N(C=1C=C(C=CC1)C)C=1C=C(C=CC1)C)C1=CC=C(C=C1)NC1=CC=C(C=C1)N(C=1C=C(C=CC1)C)C=1C=C(C=CC1)C)C1=CC=CC=C1 diphenyl-N,N'-bis[4-(di(m-tolyl)-amino)-phenyl]-biphenyl-4,4'-diamine